N-[2-(4-fluoro-5-hydroxy-1H-indol-3-yl)ethyl]acetamide FC1=C2C(=CNC2=CC=C1O)CCNC(C)=O